ClC1=CC(=C(OCC2=CC(=NC=C2)C2CN(CC2)CC2=NC3=C(N2CC=2OC=CN2)C=C(C=C3)C(=O)O)C=C1)F 2-[(3-{4-[(4-chloro-2-fluorophenoxy)methyl]pyridin-2-yl}pyrrolidin-1-yl)methyl]-1-[(1,3-oxazol-2-yl)methyl]-1H-1,3-benzodiazole-6-carboxylic acid